NC=1C=NC=CC1CCC[C@@H](C(=O)OC)NC(=O)OC(C)(C)C (S)-methyl 5-(3-aminopyridin-4-yl)-2-((tert-butoxycarbonyl)amino)pentanoate